C(C)(C)(C)OC(=O)N(C=1C=C2C=NN(C2=CC1)C(=O)OC(C)(C)C)C1=NC(=NC=C1)C1=CC(=CC=C1)SCC(=O)NC1CC1 tert-Butyl 5-(tert-butoxycarbonyl(2-(3-(2-(cyclopropylamino)-2-oxoethylthio)phenyl)pyrimidin-4-yl)amino)-1H-indazole-1-carboxylate